S1C(=CC=C1)C(=O)S(=O)(=O)C(=O)C=1SC=CC1 thiopheneformyl sulfone